2-((5-bromo-4-(4-cyclopropylnaphthalen-1-yl)-4H-1,2,4-triazol-3-yl)thio)acetic acid BrC=1N(C(=NN1)SCC(=O)O)C1=CC=C(C2=CC=CC=C12)C1CC1